C(C1=CC=CC=C1)N([C@@H]1CC[C@H](CC1)CC(=O)OCC)CC1=CC=CC=C1 Ethyl 2-(trans-4-(dibenzylamino)cyclohexyl)acetate